ClC=1C=C2C(NC=NC2=C(C1)C(F)(F)F)=O 6-chloro-8-(trifluoromethyl)-3H-quinazolin-4-one